(S)-6-((R)-5-acryloyl-4-methyl-4,5,6,7-tetrahydropyrazolo[1,5-a]pyrazin-2-yl)-7-(2,4-difluoro-6-(2-methoxyethoxy)phenyl)thieno[3,2-c]pyridin-4-yl trifluoromethanesulfonate FC(S(=O)(=O)OC1=NC(=C(C2=C1C=CS2)C2=C(C=C(C=C2OCCOC)F)F)C2=NN1C([C@H](N(CC1)C(C=C)=O)C)=C2)(F)F